The molecule is a 26-hydroxycholesterol in which the 25-position has R-configuration. It has a role as an apoptosis inducer, a neuroprotective agent, a human metabolite and a mouse metabolite. It derives from a cholesterol. C[C@H](CCC[C@@H](C)[C@H]1CC[C@@H]2[C@@]1(CC[C@H]3[C@H]2CC=C4[C@@]3(CC[C@@H](C4)O)C)C)CO